o-toluidine-13C6 N[13C]=1[13C](=[13CH][13CH]=[13CH][13CH]1)C